FC(C(C(F)(F)F)(O)C1=CC=C(C=C1)NC(C(C1=CC=C(C=C1)OC)N(C(=O)C1CNC(C1)=O)C)=O)(F)F N-(2-((4-(1,1,1,3,3,3-hexafluoro-2-hydroxypropan-2-yl)phenyl)amino)-1-(4-methoxyphenyl)-2-oxoethyl)-N-methyl-5-oxopyrrolidine-3-carboxamide